[O-2].[Fe+2].[Zr+4].[O-2].[O-2] zirconium Iron oxide